2,6-diazabicyclo[3.2.1]octan-3-one trifluoroacetate salt FC(C(=O)O)(F)F.C12NC(CC(NC1)C2)=O